isopentyl 2-cyanoacrylate C(#N)C(C(=O)OCCC(C)C)=C